4-[4-(1-acetamido-ethyl)phenylamino]-7-methoxy-6-(3-(1-tetrahydropyrrolyl)propoxy)quinazoline C(C)(=O)NC(C)C1=CC=C(C=C1)NC1=NC=NC2=CC(=C(C=C12)OCCCN1CCCC1)OC